ClC=1C=C2N(C=3C=CC(=CC3C(C2=CC1)(C)C)C1=CC=CC=C1)C1=CC=CC=C1 6-chloro-9,9-dimethyl-2,10-diphenyl-9,10-dihydroacridine